CS(=O)(=O)C1=C(C=C(C(=N1)OC)NC1=NNC2=CC(=CC=C12)[C@@H]1C[C@@]12C(NC1=CC=C(C=C21)OC)=O)C (1R,2S)-2-(3-{[6-(methanesulfonyl)-2-methoxy-5-methylpyridin-3-yl]amino}-1H-indazol-6-yl)-5'-methoxyspiro[cyclopropane-1,3'-indol]-2'(1'H)-one